O=C1NC2(C(N1)=O)C(CCC2)CC2=NC(=CC=C2S(=O)(=O)N)C2=CC=C(C=C2)F ((2,4-dioxo-1,3-diazaspiro[4.4]nonane-6-yl)methyl)-6-(4-fluorophenyl)pyridine-3-sulfonamide